BrC=1C=C2C(=NC1)N(C(=C2)C=2N(N=CC2)C)S(=O)(=O)C2=CC=C(C=C2)C 5-bromo-2-(2-methylpyrazol-3-yl)-1-(p-tolylsulfonyl)pyrrolo[2,3-b]pyridine